CN1C=CC2=CC=CC(=C12)CNCC1=CC=2N(C(=C1)C=1C=C3CN(C(C3=CC1)=O)C1C(NC(CC1)=O)=O)C=NC2 3-(5-(7-((((1-methyl-1H-indol-7-yl)methyl)amino)methyl)imidazo[1,5-a]pyridin-5-yl)-1-oxoisoindolin-2-yl)piperidine-2,6-dione